C(C)(C)(C)OC(=O)N1[C@H](CN([C@@H](C1)C)C1CC1)C.C1(CC1)N1C[C@@H](N(C[C@H]1C)C(=O)NCCCCC)C (2S,5R)-4-cyclopropyl-2,5-dimethyl-N-pentylpiperazine-1-carboxamide tert-Butyl-(2S,5R)-4-cyclopropyl-2,5-dimethylpiperazine-1-carboxylate